C123C(C(CCC1)[SiH2]O[SiH3])(O2)O3 bis-epoxycyclohexyl-disiloxane